3-[4-(oxacyclohex-4-yl)phenyl]propionic acid O1CCC(CC1)C1=CC=C(C=C1)CCC(=O)O